C(#N)C1=C(C=C(C=C1)N1C(N(C(C1=O)(C)C)C1=CC(=C(OCCN2C[C@H](N(CC2)C(=O)OC(C)(C)C)C)C=C1)CC)=S)C(F)(F)F (R)-tert-Butyl 4-(2-(4-(3-(4-cyano-3-(trifluoromethyl)phenyl)-5,5-dimethyl-4-oxo-2-thioxoimidazolidin-1-yl)-2-ethylphenoxy)ethyl)-2-methylpiperazine-1-carboxylate